ClC1=CC(=CC(=N1)N1[C@@H](CCC1)C(=O)N(C)C1=C(C=CC(=C1)C)OC)C(F)(F)F (S)-1-(6-chloro-4-(trifluoromethyl)pyridin-2-yl)-N-(2-methoxy-5-methylphenyl)-N-methylpyrrolidine-2-carboxamide